(5S)-5-[(3,3-Difluoropyrrolidin-1-yl)carbonyl]-2-{[2-(trifluoromethyl)-1,8-naphthyridin-3-yl]methyl}-5,6,7,8-tetrahydro[1,2,4]triazolo[4,3-a]pyridin-3(2H)-one FC1(CN(CC1)C(=O)[C@@H]1CCCC=2N1C(N(N2)CC=2C(=NC1=NC=CC=C1C2)C(F)(F)F)=O)F